2-(4-fluoro-2-(1H-benzimidazol-5-yl)phenyl)propan-2-ol FC1=CC(=C(C=C1)C(C)(C)O)C1=CC2=C(NC=N2)C=C1